C(CCCCCCCC)(=O)O.C(CCCCCCCC)(=O)O.C(CCCCCCCC)(=O)O.C(O)C(C)(CO)CO 1,1,1-Trimethylolethane tripelargonate